FC=1C=C(C=CC1)[C@H]1CCC=2C1=NN(C2)C=2C=C(C=NC2)C#CC=2C=NC(=NC2)N (R)-5-((5-(6-(3-fluorophenyl)-5,6-dihydrocyclopenta[c]pyrazol-2(4H)-yl)pyridine-3-yl)ethynyl)pyrimidin-2-amine